methyl 2-(bromomethyl)-5,5-difluoropentanoate BrCC(C(=O)OC)CCC(F)F